C(C1=CC=CC=C1)OC=1C=C2C=CN(C2=CC1)C(=O)[C@H]1[C@H]([C@@H]2CC[C@H]1O2)C(=O)O (1S,2R,3S,4R)-3-(5-(benzyloxy)-1H-indole-1-carbonyl)-7-oxabicyclo[2.2.1]heptane-2-carboxylic acid